(S)-2-((1R,3S)-3-([1,2,4]triazolo[1,5-a]pyridin-5-yl)cyclobutyl)-5-phenyl-2,5,6,7-tetrahydro-3H-pyrrolo[2,1-c][1,2,4]triazol-3-one N=1C=NN2C1C=CC=C2C2CC(C2)N2N=C1N(C2=O)[C@@H](CC1)C1=CC=CC=C1